N-{[(3R,4S) or (3S,4R)-2-[5-chloro-2-(2H-1,2,3-triazol-2-yl)benzoyl]-4-methyl-2-azabicyclo[3.1.1]heptan-3-yl]methyl}-5-(trifluoromethyl)pyrimidin-2-amine ClC=1C=CC(=C(C(=O)N2C3CC([C@@H]([C@@H]2CNC2=NC=C(C=N2)C(F)(F)F)C)C3)C1)N1N=CC=N1 |o1:12,13|